1,4-dibromo-2,5-didodecyloxybenzene BrC1=C(C=C(C(=C1)OCCCCCCCCCCCC)Br)OCCCCCCCCCCCC